C[Si]([Si](OCC)(OC(C)=O)C)(OCC)OC(C)=O 1,2-dimethyl-1,2-diacetoxy-1,2-diethoxydisilane